C(C)(=O)C1=CC=C(C=C1)NC=1C(C(C1NCC1=NC=CC=C1)=O)=O 3-((4-acetylphenyl)amino)-4-((pyridin-2-ylmethyl)amino)cyclobut-3-ene-1,2-dione